2-((4-(4-fluoro-3-methylphenyl)-7-hydroxy-3-(tetrahydro-2H-pyran-4-yl)isoquinolin-1-yl)oxy)acetic acid FC1=C(C=C(C=C1)C1=C(N=C(C2=CC(=CC=C12)O)OCC(=O)O)C1CCOCC1)C